C1(CC1)S(=O)(=O)C1CC1 1-(cyclopropylsulfonyl)cyclopropane